tert-butyl (4-((2-(2,6-dioxopiperidin-3-yl)-1,3-dioxoisoindolin-4-yl) amino) butyl)carboxylate O=C1NC(CCC1N1C(C2=CC=CC(=C2C1=O)NCCCCC(=O)OC(C)(C)C)=O)=O